ClCCCCCC/C=C/C=C\CC (3Z,5E)-12-Chloro-3,5-dodecadiene